BrC=1C(=C(C=CC1)N1C(CN(CC1)C(=O)OC(C)(C)C)=O)[N+](=O)[O-] tert-butyl 4-(3-bromo-2-nitrophenyl)-3-oxopiperazine-1-carboxylate